C(C)(C)(C)OC(=O)NCC(=O)N[C@@H](C(C)C)C(=O)N[C@H](CCC(=O)OCC1=CC=CC=C1)C(=O)OCC 5-benzyl 1-ethyl (tert-butoxycarbonyl)glycyl-L-valyl-D-glutamate